FC1=CC2=C(C(=NO2)C2CCNCC2)C=C1 4-(6-Fluoro-benzo[d]isoxazol-3-yl)-piperidin